(4-(4-ethylpiperazin-1-yl)-3-methyl-5-nitrophenyl)(4-(4-((6-(trifluoromethyl)pyridazin-3-yl)oxy)phenyl)piperidin-1-yl)methanone C(C)N1CCN(CC1)C1=C(C=C(C=C1[N+](=O)[O-])C(=O)N1CCC(CC1)C1=CC=C(C=C1)OC=1N=NC(=CC1)C(F)(F)F)C